4-[6-chloro-5-methoxy-2-(3-pyrazol-1-ylphenyl)pyrimidin-4-yl]morpholine ClC1=C(C(=NC(=N1)C1=CC(=CC=C1)N1N=CC=C1)N1CCOCC1)OC